ClC=1C(=CC=C2N=CC(=NC12)C=1C=NN(C1)C1CC(C1)(O)C)OC=1C=CC2=C(NC(=N2)C)C1F 3-(4-(8-chloro-7-((7-fluoro-2-methyl-1H-benzo[d]imidazol-6-yl)oxy)quinoxalin-2-yl)-1H-pyrazol-1-yl)-1-methylcyclobutanol